3-(3'-Chloro-phenyl)phenylmagnesium bromide ClC=1C=C(C=CC1)C=1C=C(C=CC1)[Mg]Br